Cl.Cl.N[C@@H](C(=O)N1[C@@H](C[C@@H](C1)COC)C(=O)NCC1=CC=C(C=C1)C(N)=N)CCC1=CC=CC=C1 (2S,4S)-1-((R)-2-AMINO-4-PHENYLBUTANOYL)-N-(4-CARBAMIMIDOYLBENZYL)-4-(METHOXYMETHYL)PYRROLIDINE-2-CARBOXAMIDE DIHYDROCHLORIDE